BrC1CC(OCC1)(C)C 4-bromo-2,2-dimethyltetrahydro-2H-pyran